ClC1=NC=CC2=CC(=CC=C12)OCC1OC(CC1)(C)C 1-chloro-6-((5,5-dimethyltetrahydrofuran-2-yl)methoxy)isoquinoline